tert-butyl 6-(neopentylamino)-2-azaspiro[3.3]heptane-2-carboxylate C(C(C)(C)C)NC1CC2(CN(C2)C(=O)OC(C)(C)C)C1